1-[6-(2-methylbenzoyl)-9-ethyl-9H-carbazol-3-yl]Ethanone O-acetyloxime C(C)(=O)ON=C(C)C=1C=CC=2N(C3=CC=C(C=C3C2C1)C(C1=C(C=CC=C1)C)=O)CC